CC1=CC=C(C=C1)S(=O)(=O)O.C(C)N(CC)CC Triethylamine p-toluenesulfonate